diethylene glycol mono-n-butyl ether C(CCC)OCCOCCO